2-(5-Methoxy-1-benzo-furan-2-yl)-3-[(2-methoxyethyl)amino]imidazo[1,2-a]pyridine-7-carbonitrile COC=1C=CC2=C(C=C(O2)C=2N=C3N(C=CC(=C3)C#N)C2NCCOC)C1